ClC=1C(=C(NC2=NC=NC3=CC(=C(C=C23)NC(C(=C)COC)=O)C#C[C@@]23CN(C[C@H]3C2)C)C=CC1)F N-[4-(3-chloro-2-fluoro-anilino)-7-[2-[(1R,5S)-3-methyl-3-azabicyclo[3.1.0]hexan-1-yl]ethynyl]quinazolin-6-yl]-2-(methoxymethyl)prop-2-enamide